CC1=C(CSCC2=C(C(=C(C=C2)Br)C)C)C=CC(=C1C)Br 2,3-dimethyl-4-bromobenzyl sulfide